FC(C(C)C1=C(C=CC=C1)B1OC(C(O1)(C)C)(C)C)(F)F 2-(2-(1,1,1-trifluoropropan-2-yl)phenyl)-4,4,5,5-Tetramethyl-1,3,2-dioxaborolane